[Si](C)(C)(C(C)(C)C)OCC=1C=C(C=CC1)N(C1=NC=2N(C3=CC=CC=C13)C=NN2)C N-(3-(((tert-butyldimethylsilyl)oxy)methyl)phenyl)-N-methyl-[1,2,4]triazolo[4,3-a]quinazolin-5-amine